2-chloro-5-methyl-1H-benzo[d]imidazole ClC1=NC2=C(N1)C=CC(=C2)C